CC1=CC=CC(=N1)C1=NC=CC(=N1)NC1=NC(=NC=C1)NC=1SC=C(N1)C(=O)O[C@H]1CN(CC1)C [(3R)-1-methylpyrrolidin-3-yl] 2-[[4-[[2-(6-methyl-2-pyridyl)pyrimidin-4-yl]amino]pyrimidin-2-yl]amino]thiazole-4-carboxylate